CC1(S(CCCC1=O)(=O)=O)C 2,2-Dimethyldihydro-2H-thiopyran-3(4H)-one 1,1-dioxide